C(OC(C)(C)C)(OCCN1CCC(CC1)C(C)N1C(=C(C=2C1=NC=CC2)C(NCC=2C(NC(=CC2SC)C)=O)=O)C)=O tert-butyl (2-(4-(1-(2-methyl-3-(((6-methyl-4-(methylthio)-2-oxo-1,2-dihydropyridin-3-yl) methyl) carbamoyl)-1H-pyrrolo[2,3-b]pyridin-1-yl) ethyl) piperidin-1-yl) ethyl) carbonate